N-(1-benzyl-3-phenyl-pyrrolidin-3-yl)acetamide C(C1=CC=CC=C1)N1CC(CC1)(C1=CC=CC=C1)NC(C)=O